DL-serine-13C3 N[13C@@H]([13CH2]O)[13C](=O)O |r|